[5-cyclopropyl-2-[3-methyl-6-(trifluoromethyl)imidazo[4,5-b]pyridin-2-yl]-3-pyridyl]-ethyl-imino-oxo-λ6-sulfane C1(CC1)C=1C=C(C(=NC1)C1=NC=2C(=NC=C(C2)C(F)(F)F)N1C)S(=O)(=N)CC